3-(9-fluoro-2-(2,2,6,6-tetrafluoromorpholine-4-carbonyl)-1,2,3,4-tetrahydro-[1,4]diazepino[6,7,1-hi]indol-7-yl)-4-(imidazo[1,2-a]pyridin-3-yl)-1H-pyrrole-2,5-dione FC=1C=C2C(=CN3C2=C(C1)CN(CC3)C(=O)N3CC(OC(C3)(F)F)(F)F)C=3C(NC(C3C3=CN=C1N3C=CC=C1)=O)=O